O=C1NC(CCC1N1C(OC2=C1C=CC(=C2)N2CCC(CC2)CN2CCC(CC2)CC(=O)OC(C)(C)C)=O)=O tert-butyl 2-(1-((1-(3-(2,6-dioxopiperidin-3-yl)-2-oxo-2,3-dihydrobenzo[d]oxazol-6-yl)piperidin-4-yl)methyl)piperidin-4-yl)acetate